6-chloro-3-(hydroxymethyl)-1H-indole-2-carboxylic acid ClC1=CC=C2C(=C(NC2=C1)C(=O)O)CO